ClC=1C=C(C=C(C1)Cl)C1=NC(=CC(=C1)CN1CCC(CC1)CNC(C)=O)OC=1C=NC(=NC1)N1CCN(CC1)CCCS(N)(=O)=O N-((1-((2-(3,5-dichlorophenyl)-6-((2-(4-(3-sulfamoylpropyl)piperazin-1-yl)pyrimidin-5-yl)oxy)pyridin-4-yl)methyl)piperidin-4-yl)methyl)acetamide